C(=O)O.C(C)OC=1C(=CC2=CN(N=C2C1)C)C(=O)NC=1N=NC(=CC1)N1C[C@@H]2N(CC1)CCC2 (R)-6-ethoxy-N-(6-(hexahydropyrrolo[1,2-a]pyrazin-2(1H)-yl)pyridazin-3-yl)-2-methyl-2H-indazole-5-carboxamide formate